N-allyl-2-bromo-N-(4-bromophenyl)-2,2-difluoroacetamide C(C=C)N(C(C(F)(F)Br)=O)C1=CC=C(C=C1)Br